2'-chloro-5'-methoxy-N-(5-(((1R,3S)-3-methoxycyclohexyl)oxy)-1,3,4-thiadiazol-2-yl)-6-methyl-(4,4'-bipyridine)-3-carboxamide ClC1=NC=C(C(=C1)C1=C(C=NC(=C1)C)C(=O)NC=1SC(=NN1)O[C@H]1C[C@H](CCC1)OC)OC